CC1(C=CC(=C2OC=3C=C(C=C(C3C(C2O)=O)O)O)C=C1)O 4'-methylkaempferol